(R)-(1,3-dimethyl-azetidin-3-yl)-(4-isopropyl-phenyl)-{5-[3-(4-methyl-thiazol-2-yl)-pyrrolidin-1-yl]-pyridin-3-yl}-methanol CN1CC(C1)(C)[C@@](O)(C=1C=NC=C(C1)N1CC(CC1)C=1SC=C(N1)C)C1=CC=C(C=C1)C(C)C